C(C1=CC=CC=C1)OC=1C=CC2=C(O[C@@H](CO2)CNCC2CCC(NC2)=O)C1 5-{[((R)-7-Benzyloxy-2,3-dihydro-benzo[1,4]dioxin-2-ylmethyl)-amino]-methyl}-piperidin-2-one